(N-maleimidopropionamido)-dodecaethyleneglycol C1(C=CC(N1N(C(CC)=O)C(COCCOCCOCCOCCOCCOCCOCCOCCOCCOCCOCCO)O)=O)=O